FC1=C(C=CC(=C1)F)S(=O)(=O)Cl 2,4-difluorobenzenesulphonyl chloride